tert-butyl (E)-(5-(dimethylamino)-5-oxopent-3-en-2-yl)(2-(4-iodophenoxy)ethyl)carbamate CN(C(/C=C/C(C)N(C(OC(C)(C)C)=O)CCOC1=CC=C(C=C1)I)=O)C